5-(2-(tert-butylamino)-2-oxoacetyl)-N-(3-cyano-4-fluorophenyl)-2-fluoro-1-methyl-1H-pyrrole-3-carboxamide C(C)(C)(C)NC(C(=O)C1=CC(=C(N1C)F)C(=O)NC1=CC(=C(C=C1)F)C#N)=O